7-fluoro-5,6-dimethyl-6H-pyrido[4,3-b]carbazol FC1=CC=CC=2C=3C=C4C(=C(C3N(C12)C)C)C=CN=C4